CO[Si](CCCO)(OC)OC 3-(trimethoxysilyl)-1-propanol